BrC1CCCC1 Bromocyclopentan